C1N(CC12CCNCC2)C=2C=CC=NC2 5-(2,7-diazaspiro[3.5]nonan-2-yl)pyridin